5-(3-([1,1'-biphenyl]-4-yl)propyl)bicyclo[2.2.1]hept-2-ene C1(=CC=C(C=C1)CCCC1C2C=CC(C1)C2)C2=CC=CC=C2